C(COC(C(F)F)(F)F)OC(C(F)F)(F)F 1,2-(1,1,2,2-tetrafluoroethoxy)ethane